[Si](C)(C)(C(C)(C)C)O[C@@H]1[C@H](N(CC1)C(=O)OCC1=CC=CC=C1)CC(=O)OC Benzyl (2R,3S)-3-((tert-butyldimethylsilyl)oxy)-2-(2-methoxy-2-oxoethyl)pyrrolidine-1-carboxylate